2-(3-chloro-2-fluoro-4-(4-hydroxy-3-isopropylbenzyl)-5-vinylphenoxy)acetic acid ethyl ester C(C)OC(COC1=C(C(=C(C(=C1)C=C)CC1=CC(=C(C=C1)O)C(C)C)Cl)F)=O